(1S,5R)-5-[2-[6-amino-4-(3-chloro-2-fluoro-anilino)quinazolin-7-yl]ethynyl]-3-methyl-3-azabicyclo[3.1.0]hexan-2-one NC=1C=C2C(=NC=NC2=CC1C#C[C@@]12CN(C([C@H]2C1)=O)C)NC1=C(C(=CC=C1)Cl)F